prenylnaringenine C(C=C(C)C)[C@@]1(OC=2C=C(C=C(C2C(C1)=O)O)O)C1=CC=C(O)C=C1